racemic-DL-2-aminobutyric acid N[C@@H](C(=O)O)CC |r|